Tert-butyl 2-((ethylthio)carbonyl)pyrazolidine-1-carboxylate C(C)SC(=O)N1N(CCC1)C(=O)OC(C)(C)C